(E)-1-(3,4-dimethoxyphenyl)-3-(2-hydroxyphenyl)prop-2-en-1-one COC=1C=C(C=CC1OC)C(\C=C\C1=C(C=CC=C1)O)=O